3-(isobutylamino)-5-(p-toluylamino)-6H-anthracene C(C(C)C)NC=1C=CC2=CC=3C=CCC(C3C=C2C1)NC1=CC=C(C=C1)C